FC1=CC=C2C=CC=C(C2=C1F)C1=C(C=2N=C(N=C(C2C=N1)N[C@H]1CN(CC1)C(=O)OC(C)(C)C)OC[C@]12CCCN2C[C@@H](C1)F)F (R)-tert-butyl 3-((7-(7,8-difluoronaphthalen-1-yl)-8-fluoro-2-(((2R,7aS)-2-fluorohexahydro-1H-pyrrolizin-7a-yl)methoxy)pyrido[4,3-d]pyrimidin-4-yl)amino)pyrrolidine-1-carboxylate